C(=O)(O)C1=C(C(=C(C(=C1O)C(=O)O)O)C(=O)O)O 1,3,5-tricarboxyl-2,4,6-trihydroxybenzene